N1C(CCC2=CC=CC=C12)C=1C=NSC1 4-(1,2,3,4-tetrahydroquinolin-2-yl)isothiazole